C1C(CC=CC)C(=O)OC1=O 4-hexene-1,2-dicarboxylic anhydride